C12C(=CC(CC1)C2)C2=NN1C(N(C(=C(C1=O)N1CCNCC1)CC)CC(=O)NC1=CC=C(C=C1)S(F)(F)(F)(F)F)=N2 2-(2-(Bicyclo[2.2.1]hept-2-en-2-yl)-5-ethyl-7-oxo-6-(piperazin-1-yl)-[1,2,4]triazolo[1,5-a]pyrimidin-4(7H)-yl)-N-(4-(pentafluoro-λ6-sulfanyl)phenyl)acetamide